4-bromo-2-methyl-benzaldehyde BrC1=CC(=C(C=O)C=C1)C